NC1=CC=2N(C=C1OCC)N=C(C2)CCC(C)(O)C 4-(5-amino-6-ethoxy-pyrazolo[1,5-a]pyridin-2-yl)-2-methyl-butan-2-ol